COC(=O)C=1C(=NC(=CC1)O[C@H](C(F)(F)F)C)N 2-amino-6-{[(2S)-1,1,1-trifluoropropan-2-yl]Oxy}pyridine-3-carboxylic acid methyl ester